FC(C)(OC[C@H]1N(C[C@@H](C1)OC1=CC=C(C=C1)C(F)(F)F)C(=O)OCC1=CC=CC=C1)F benzyl (2S,4R)-2-((1,1-difluoroethoxy)methyl)-4-(4-(trifluoromethyl) phenoxy)pyrrolidine-1-carboxylate